ClC1=C(C=C(C(=C1)I)Cl)Cl 1,2,4-trichloro-5-iodobenzene